ClC=1N=CC2=C(N1)C(=CN2C(C)C)N2CC(CCC2)(F)F 2-chloro-7-(3,3-difluoropiperidin-1-yl)-5-isopropyl-5H-pyrrolo[3,2-d]pyrimidine